C(C)(C)OC1=C(C=C(C(=O)N2CC3CN(CC(C3C2)C(=O)N[C@H](C(=O)NC)CCCC2=CC=CC=C2)C(CC2=CC=NC3=CC=CC=C23)=O)C=C1)OC 2-(4-isopropoxy-3-methoxybenzoyl)-N-((S)-1-(methylamino)-1-oxo-5-phenylpentan-2-yl)-5-(2-(quinolin-4-yl)acetyl)octahydro-1H-pyrrolo[3,4-c]pyridine-7-carboxamide